5-[2,4-bis[(3S)-3-methyl-4-morpholinyl]pyrido[2,3-d]pyrimidin-7-yl]-2-methoxybenzyl alcohol C[C@@H]1N(CCOC1)C=1N=C(C2=C(N1)N=C(C=C2)C=2C=CC(=C(CO)C2)OC)N2[C@H](COCC2)C